NC1=CC=C(C=N1)N1N=CC(=C1C(F)(F)F)C(=O)NC=1C=NC(=C(C1)C#N)N1N=CC=N1 1-(6-Aminopyridin-3-yl)-N-(5-cyano-6-(2H-1,2,3-triazol-2-yl)pyridin-3-yl)-5-(TrisFluoromethyl)-1H-pyrazole-4-carboxamide